3-ethyl-Oxazolidinone C(C)N1C(OCC1)=O